(2S,3S,4R,5R)-5-(6-(benzyloxy)-2-(5-chloropyridin-3-yl)-9H-purin-9-yl)-3,4-dihydroxyl-N-(methyl-d3)-tetrahydrofuran-2-formamide C(C1=CC=CC=C1)OC1=C2N=CN(C2=NC(=N1)C=1C=NC=C(C1)Cl)[C@H]1[C@@H]([C@@H]([C@H](O1)C(=O)NC([2H])([2H])[2H])O)O